C1(CC1)NC(=O)C=1N(C=CN1)CC=1SC(=CC1)C1=NOC(=N1)C(F)(F)F N-cyclopropyl-1-[[5-[5-(trifluoromethyl)-1,2,4-oxadiazol-3-yl]-2-thienyl]methyl]imidazole-2-carboxamide